tert-butyl (s)-4-(4-((3-((tert-butyldimethylsilyl)oxy)-1-methoxy-1-oxopropan-2-yl)carbamoyl)thiazol-2-yl)piperazine-1-carboxylate [Si](C)(C)(C(C)(C)C)OC[C@@H](C(=O)OC)NC(=O)C=1N=C(SC1)N1CCN(CC1)C(=O)OC(C)(C)C